B(OC1=CC(=CC(=C1)C)C)(OC1=CC(=CC(=C1)C)C)OC1=CC(=CC(=C1)C)C tri(3,5-dimethylphenyl) borate